CC(C([Si](OC)(OC)OC)(C)C)(CC)C tetramethylbutyltrimethoxysilane